N-[4-[3-chloro-5-(4-methylpiperazin-1-yl)phenoxy]-6-(2,6-dimethylphenyl)pyrimidin-2-yl]-1-methyl-pyrazole-4-sulfonamide ClC=1C=C(OC2=NC(=NC(=C2)C2=C(C=CC=C2C)C)NS(=O)(=O)C=2C=NN(C2)C)C=C(C1)N1CCN(CC1)C